3-ethyl-6-((4-(8-(methylamino)-1,7-naphthyridin-3-yl)piperazin-1-yl)methyl)thieno[3,2-d]pyrimidine-2,4(1H,3H)-dione formate C(=O)O.C(C)N1C(NC2=C(C1=O)SC(=C2)CN2CCN(CC2)C=2C=NC1=C(N=CC=C1C2)NC)=O